(S)-1-((7-Cyano-2-(3'-(3-(((R)-3-hydroxypyrrolidin-1-yl)methyl)-1,7-naphthyridin-8-ylamino)-2,2'-dimethylbiphenyl-3-yl)benzo[d]oxazol-5-yl)methyl)-pyrrolidin C(#N)C1=CC(=CC=2N=C(OC21)C=2C(=C(C=CC2)C2=C(C(=CC=C2)NC=2N=CC=C1C=C(C=NC21)CN2C[C@@H](CC2)O)C)C)CN2CCCC2